C(C)(C)(C)OOC(C)(C)C1=CC(=CC=C1)C(C)(C)OOC(C)(C)C α,α'-bis-(tert-butylperoxy)-1,3-diisopropylbenzene